4-[2-(3-ethyl-4-methyl-2-oxo-3-pyrroline-1-carboxamido)-ethyl]-benzenesulfonamide C(C)C=1C(N(CC1C)C(=O)NCCC1=CC=C(C=C1)S(=O)(=O)N)=O